OC(CNC1=[N+](C=CC(=C1)[N+](=O)[O-])[O-])(C)C 2-((2-hydroxy-2-methylpropyl)amino)-4-nitropyridin-1-oxide